Cl.COC(=O)C=1C(=NC=CC1)C1(CC1)NC(=O)C1(CCOCC1)N [1-[(4-Aminotetrahydropyran-4-carbonyl)amino]cyclopropyl]pyridine-3-carboxylic acid methyl ester hydrochloride